C(C)(C)N1C=C(C2=CC=CC=C12)CC(=O)O 2-(1-isopropyl-1H-indol-3-yl)acetic acid